N-(5-(6-(2-(tert-butylamino)-2-oxoethyl)-7-(2,6-dichloro-3,5-dimethoxyphenyl)-5-oxo-5,6-dihydro-2,6-naphthyridin-3-yl)-1-(2-methoxyethyl)-1H-pyrazol-4-yl)acryl-amide C(C)(C)(C)NC(CN1C(C=2C=C(N=CC2C=C1C1=C(C(=CC(=C1Cl)OC)OC)Cl)C1=C(C=NN1CCOC)NC(C=C)=O)=O)=O